6-benzyloxy-5,7-dimethoxy-1-[(E)-2-(6-methyl-1,3-benzodioxol-5-yl)vinyl]-1,2,3,4-tetrahydroisoquinoline C(C1=CC=CC=C1)OC=1C(=C2CCNC(C2=CC1OC)\C=C\C1=CC2=C(OCO2)C=C1C)OC